OC1=C2[C@H]3C(C(OC2=CC(=C1)C(CC/C=C/C#N)(C)C)(C)C)CC=C(C3)C (E)-6-[(10Ar)-1-hydroxy-6,6,9-trimethyl-6a,7,10,10a-tetrahydrobenzo[c]chromen-3-yl]-6-methylhept-2-enenitrile